C(C1=CC=CC=C1)N1S(C(C(C2=C1N=C(N2C2=CC=CC=C2)S(=O)(=O)C)=O)C2=CC=CC=C2)(=O)=O 1-benzyl-6-(methylsulfonyl)-3,5-diphenyl-3,5-dihydroimidazo[4,5-c][1,2]thiazine-4(1H)-one 2,2-dioxide